4-(dimethylamino)-3-methyl-2-oxobut-3-enoic acid methyl ester COC(C(C(=CN(C)C)C)=O)=O